N(CCCN(C)C)CCCN(C)C 3,3'-iminobis(N,N-dimethylpropylamine)